[Br-].C(C)N1C(C(C2=CC=CC=C12)[N+]1=CC(=CC=C1)C(=O)OC)=O 1-(2,3-dihydro-1-ethyl-2-oxo-1H-indol-3-yl)-3-(methoxycarbonyl)-pyridinium bromide